F[B-](F)(F)F.C1(CCCCC1)[PH+](C1=CC(=CC(=C1)OCC(F)(F)F)OCC(F)(F)F)C1CCCCC1 dicyclohexyl-(3,5-di-(trifluoroethoxy)phenyl)phosphonium tetrafluoroborate